(R)-1-(7-(3-Amino-8-ethynyl-7-fluoronaphthalen-1-yl)-8-fluoro-2-(((2R,7aS)-2-fluorotetrahydro-1H-pyrrolizin-7a(5H)-yl)methoxy)quinazolin-4-yl)-3-methylpiperidin-3-ol NC=1C=C(C2=C(C(=CC=C2C1)F)C#C)C1=CC=C2C(=NC(=NC2=C1F)OC[C@]12CCCN2C[C@@H](C1)F)N1C[C@@](CCC1)(O)C